C1(=CC=CC=C1)[C@@H]1N2C(COC1)=NC1=C2C=C(C=C1)C=1C=NC(=NC1)N1CCC(CC1)NS(=O)(=O)C (S)-N-(1-(5-(4-phenyl-3,4-dihydro-1H-benzo[4,5]imidazo[2,1-c][1,4]oxazin-7-yl)pyrimidin-2-yl)piperidin-4-yl)methanesulfonamide